C1(CC1)C=1C2=C(C(N(C1)C1=CC(=CC=C1)C(C)(C=1N(C=CN1)C)F)=O)N(C(=C2)CN2C[C@H](CCC2)C)COCC[Si](C)(C)C 4-cyclopropyl-6-[3-[1-fluoro-1-(1-methylimidazol-2-yl)ethyl]phenyl]-2-[[(3S)-3-methylpiperidin-1-yl]methyl]-1-(2-trimethylsilylethoxymethyl)pyrrolo[2,3-c]pyridin-7-one